BrC1=C(C=CC=C1)N1C(=NN=C1)C1=CC=CC(=N1)N1CC=2C(=NC(=CC2C1=O)N(C)C(C)C)COC(NC)=O ((2-(6-(4-(2-bromophenyl)-4H-1,2,4-triazol-3-yl)pyridin-2-yl)-6-(isopropyl(methyl) Amino)-1-oxo-2,3-dihydro-1H-pyrrolo[3,4-c]pyridin-4-yl)methyl)(methyl)carbamate